4-((1R,5S,8r)-3-azabicyclo[3.2.1]octan-8-yl)-2-(2,6-dioxopiperidin-3-yl)-5,6,7-trifluoroisoindoline-1,3-dione [C@@H]12CNC[C@@H](CC1)C2C2=C1C(N(C(C1=C(C(=C2F)F)F)=O)C2C(NC(CC2)=O)=O)=O